N-(adamantan-2-yl)-4-(2-methoxy-5-fluoropyridin-3-yl)-1H-pyrrole-2-carboxamide C12C(C3CC(CC(C1)C3)C2)NC(=O)C=2NC=C(C2)C=2C(=NC=C(C2)F)OC